CN(CCOC1=C(OC2=C(C(=O)NC3=CC(NC=C3)=O)C=C(C=C2)C(F)(F)F)C=CC(=C1)F)C 2-(2-(2-(Dimethylamino)ethoxy)-4-fluorophenoxy)-N-(2-oxo-1,2-dihydropyridin-4-yl)-5-(trifluoromethyl)benzamide